1-[3-(1-hydroxyethyl)-6-[5-[(4-methyl-2,3-dihydropyridazino[4,5-b][1,4]oxazin-8-yl)amino]benzimidazol-1-yl]-2-pyridinyl]-5-methyl-pyrazole-3-carbonitrile OC(C)C=1C(=NC(=CC1)N1C=NC2=C1C=CC(=C2)NC2=NN=CC1=C2OCCN1C)N1N=C(C=C1C)C#N